1-(1-cyclohexylpropan-2-yl)-4-methylbenzene C1(CCCCC1)CC(C)C1=CC=C(C=C1)C